1-Carbamoylmethyl-piperidine-4-carboxylic acid ((R)-7-benzyloxy-2,3-dihydro-benzo[1,4]dioxin-2-ylmethyl)-amide C(C1=CC=CC=C1)OC=1C=CC2=C(O[C@@H](CO2)CNC(=O)C2CCN(CC2)CC(N)=O)C1